4-(HYDROXYMETHYL)FURAN-2-CARBOXYLIC ACID OCC=1C=C(OC1)C(=O)O